methylene(ethylene)2-METHYLHEPTAN-3-ONE C(CCCC(C(CCCC)=O)C)*